N-(1-(3-bromo-5-methylphenyl)cyclopropyl)methanesulfonamide BrC=1C=C(C=C(C1)C)C1(CC1)NS(=O)(=O)C